2,3-dimethyl-fumaric acid C/C(/C(=O)O)=C(\C(=O)O)/C